CC1=C(C=C(C=C1[N+](=O)[O-])[N+](=O)[O-])C(F)(F)F 2-methyl-3,5-dinitrobenzotrifluoride